5-(N-tert-butoxycarbonyl-S-cyclopropyl-sulfonimidoyl)benzothiophene-2-carboxylic Acid C(C)(C)(C)OC(=O)N=S(=O)(C1CC1)C=1C=CC2=C(C=C(S2)C(=O)O)C1